FC(CN(C1=CC2=C(OCO2)C=C1I)C)F N-(2,2-difluoroethyl)-6-iodo-N-methylbenzo[d][1,3]dioxol-5-amine